FC=1C=CC=C2C(=C(C(=NC12)N1CC2(CNC2)CC1)C#N)C1=C2C=NNC2=CC=C1C 8-fluoro-4-(5-methyl-1H-indazol-4-yl)-2-(2,6-diazaspiro[3.4]octan-6-yl)quinoline-3-carbonitrile